BrC=1C(=C2C(=NC1)NC(=N2)C2=CC=C(C=C2)N2CCN(CC2)CCOC)NC2CCN(CC2)CC#N {4-[(6-Bromo-2-{4-[4-(2-methoxyethyl)piperazin-1-yl]phenyl}-3H-imidazo[4,5-b]pyridin-7-yl)amino]piperidin-1-yl}acetonitrile